ClC1=C(C=C(C=C1)F)C(=O)C1=C(C=C2C=CN=CC2=C1C#N)NCC1=C(C=C(C=C1)OC)OC 7-[(2-chloro-5-fluorophenyl)carbonyl]-6-{[(2,4-dimethoxyphenyl)methyl]amino}isoquinoline-8-carbonitrile